FC1=C(OC=2N=CC(=NC2)NC(C(=C)N2CC(N(CC2)C(=O)[C@]2(CC=3N(CC2)N=CC3)O)(C)C)=O)C=CC(=C1)F (S)-N-(5-(2,4-difluorophenoxy)pyrazin-2-yl)-2-(4-((S)-5-hydroxy-4,5,6,7-tetrahydropyrazolo[1,5-a]pyridine-5-carbonyl)-3,3-dimethylpiperazin-1-yl)propenamide